BrN1C2(N3C(=C(C=CC3=O)Cl)C1=O)CCCCC2 bromo-8'-chloro-2'H-spiro[cyclohexane-1,3'-imidazo[1,5-a]pyridine]-1',5'-dione